Cl.CC1(OB(OC1(C)C)C1=C2CCNCC2=CC=C1)C 5-(4,4,5,5-Tetramethyl-1,3,2-dioxaborolan-2-yl)-1,2,3,4-tetrahydroisoquinoline hydrochloride